ethyl 5-(tert-butoxycarbonylamino)-6-methyl-1H-pyrrolo[3,2-b]pyridine-2-carboxylate C(C)(C)(C)OC(=O)NC1=C(C=C2C(=N1)C=C(N2)C(=O)OCC)C